ClC1=CC=2C(=N[Se]N2)C=C1Cl 5,6-dichlorobenzo[c][1,2,5]Selenadiazole